6-methyl-4-nitro-indan-5-amine CC1=C(C(=C2CCCC2=C1)[N+](=O)[O-])N